N-(3,3'',5,5''-tetra-t-butyl-1,1':3,1''-terphenyl-5'-yl)-N-(4-cyclohexylphenyl)-9,9-dimethyl-9H-fluoren-2-amine C(C)(C)(C)C1(CC(=CC(=C1)C(C)(C)C)C1=CC=CC(=C1)N(C1=CC=2C(C3=CC=CC=C3C2C=C1)(C)C)C1=CC=C(C=C1)C1CCCCC1)C1=CC(=CC(=C1)C(C)(C)C)C(C)(C)C